ClC1=C(NC2=NSC=3C2=NC(=CN3)C=NC(C(=O)O)(CO)C)C=CC=C1C1=CC3=C(OCCO3)C=C1 2-((3-(2-chloro-3-(1,4-benzodioxan-6-yl)anilino)isothiazolo[4,5-b]pyrazin-5-ylmethylene)amino)-2-methyl-3-hydroxypropionic acid